CS(=O)(=O)[O-].C(C)N1C=[N+](C=C1)C 1-ethyl-3-methylimidazolium methanesulfonate